2-(5-chloro-2-hydroxy-phenyl)-N-[2-(2,2-dimethylpropyl)-1H-benzimidazol-5-yl]Acetamide ClC=1C=CC(=C(C1)CC(=O)NC1=CC2=C(NC(=N2)CC(C)(C)C)C=C1)O